2-butyloctanoic acid-9-bromononyl ester BrCCCCCCCCCOC(C(CCCCCC)CCCC)=O